6-(6-fluoropyridin-3-yl)-5,5-dimethyl-5,6-dihydro-7H-pyrrolo[3,4-b]pyridin-7-one FC1=CC=C(C=N1)N1C(C2=NC=CC=C2C1(C)C)=O